C(C=C)N1N=NC2=C1C=CC(=C2)C2=NOC(=N2)C2=C(C=CC=C2)Br 3-(1-allyl-1H-benzo[d][1,2,3]triazol-5-yl)-5-(2-bromophenyl)-1,2,4-oxadiazole